C[Si](CCOCN1N=CC(=C1)B1OC(C(O1)(C)C)(C)C)(C)C trimethyl-[2-[[4-(4,4,5,5-tetramethyl-1,3,2-dioxaborolan-2-yl)pyrazol-1-yl]methoxy]ethyl]silane